ClC=1C=C(C=CC1Cl)C1=NN(C=C1)C 3-(3,4-dichlorophenyl)-1-methyl-1H-pyrazol